(3R,4S,5S)-3-(3,4-difluoro-2-methoxyphenyl)-5-isopropyl-4-methoxydihydrofuran FC=1C(=C(C=CC1F)[C@@H]1COC(=C1OC)C(C)C)OC